NC1=NC=2C=C(C(=CC2C2=C1C=NN2C)C(=O)N(C2COC1=C2C=CC(=C1)C(F)(F)F)[C@H](C)C1=NC=CC=N1)F 4-amino-7-fluoro-1-methyl-N-((R)-1-(pyrimidin-2-yl)ethyl)-N-(6-(trifluoromethyl)-2,3-dihydrobenzofuran-3-yl)-1H-pyrazolo[4,3-c]quinolin-8-carboxamide